(3R)-1-{2-[1-(cyclopropylmethyl)-2-phenyl-1H-imidazol-5-yl]-1-methyl-1H-1,3-benzodiazole-5-carbonyl}piperidin-3-amine C1(CC1)CN1C(=NC=C1C1=NC2=C(N1C)C=CC(=C2)C(=O)N2C[C@@H](CCC2)N)C2=CC=CC=C2